N-[1-[[2-(dimethylamino)phenyl]methyl]piperidin-4-yl]acetamide CN(C1=C(C=CC=C1)CN1CCC(CC1)NC(C)=O)C